ClC=1C=NC(=C(C(=O)NC2CCC(CC2)CN2C(N(C3=C2C=CC=C3)C3=CC=2N(C=C3)C=CN2)=O)C1)C 5-chloro-N-((1r,4r)-4-((3-(imidazo[1,2-a]pyridin-7-yl)-2-oxo-2,3-dihydro-1H-benzo[d]imidazol-1-yl)methyl)cyclohexyl)-2-methylnicotinamide